C(CC(C)C)NC1=NC=NC2=CC=C(C=C12)C1=CC=C(C=C1)F 4-(N-isopentylamino)-6-(4-fluorophenyl)-quinazoline